2-[(1-[[2-(Dimethylamino)-6-fluorophenyl]methyl]-5-(3-methoxyphenyl)-1H-pyrazol-3-yl)methoxy]-2-methylpropanoic acid CN(C1=C(C(=CC=C1)F)CN1N=C(C=C1C1=CC(=CC=C1)OC)COC(C(=O)O)(C)C)C